1-(2,6-dichlorophenyl)-4-((4-(5-isopropyl-3-(trifluoromethyl)-1H-1,2,4-triazol-1-yl)phenyl)amino)-1H-pyrazole-3-carboxamide ClC1=C(C(=CC=C1)Cl)N1N=C(C(=C1)NC1=CC=C(C=C1)N1N=C(N=C1C(C)C)C(F)(F)F)C(=O)N